C(#N)C1=CC(=C(C=C1)C1=CC(=NC(=C1)OC(C)C)NC(=O)C=1C(N(C=C(C1)CN[C@@H](C)C1CCC1)C)=O)C(=O)N1CC(C1)(F)F N-[4-[4-cyano-2-(3,3-difluoroazetidine-1-carbonyl)phenyl]-6-propan-2-yloxypyridin-2-yl]-5-[[[(1S)-1-cyclobutylethyl]amino]methyl]-1-methyl-2-oxopyridine-3-carboxamide